C(#N)C1=CC(=C(O[C@@H]2[C@@](CN(C2)S(=O)(=O)C2=C(C#N)C=C(C=C2)C(F)(F)F)(CO)O)C=C1)OCC 2-(((3r,4s)-4-(4-cyano-2-ethoxyphenoxy)-3-hydroxy-3-(hydroxymethyl)pyrrolidin-1-yl)sulfonyl)-5-(trifluoromethyl)benzonitrile